1-(isoquinolin-6-yl)-3-(4-(methoxyamino)-6-methylpyrimidin-2-yl)urea C1=NC=CC2=CC(=CC=C12)NC(=O)NC1=NC(=CC(=N1)NOC)C